3-[(3-amino-2-fluoro-phenyl)methyl]-7-hydroxy-4-methyl-chromen-2-one NC=1C(=C(C=CC1)CC=1C(OC2=CC(=CC=C2C1C)O)=O)F